C(C)(C)(C)OC(=O)N1CC(C1)(COC(=O)OC1=CC=C(C=C1)[N+](=O)[O-])F.NC1CCC(CC1)CN 1-amino-4-(aminomethyl)cyclohexane Tert-butyl-3-fluoro-3-((((4-nitrophenoxy)carbonyl)oxy)methyl)azetidine-1-carboxylate